1-(2-ethylbutyl)-4-ethylbenzene C(C)C(CC1=CC=C(C=C1)CC)CC